1-(2-methyl-6-(morpholine-4-carbonyl)quinolin-4-yl)piperidine-4-carbonitrile CC1=NC2=CC=C(C=C2C(=C1)N1CCC(CC1)C#N)C(=O)N1CCOCC1